FC1=C(C(=C(C=C1C)F)N1N=CC=C1)NC(=O)C1(CC1)C N-(2,5-difluoro-3-methyl-6-(1H-pyrazol-1-yl)phenyl)-1-methyl-cyclopropane-1-carboxamide